(5R)-5-methyl-3,5,6,7-tetrahydro-4H-cyclopenta[d]pyrimidin-4-one C[C@@H]1CCC=2N=CNC(C21)=O